ClC1=C(C(=CC(=C1)F)C)C1=CC(=C(C(=C1)C)F)[C@H](CC(=O)O)NC(C(CC(C)C)N1C(C(=CC(=C1)CCN1CC(C1)F)F)=O)=O (3S)-3-(2'-chloro-4,4'-difluoro-5,6'-dimethyl-[1,1'-biphenyl]-3-yl)-3-(2-(3-fluoro-5-(2-(3-fluoroazetidin-1-yl)ethyl)-2-oxopyridin-1(2H)-yl)-4-methylpentanamido)propanoic acid